propyl-glycerol C(CC)C(O)C(O)CO